FCC(=O)NC1CCCC=2N(N=NC21)C2=NC=CC(=C2)CC2=CC(=CC(=C2)C(F)(F)F)F 2-fluoro-N-[1-(4-{[3-fluoro-5-(trifluoromethyl)phenyl]methyl}pyridin-2-yl)-4,5,6,7-tetrahydro-1H-benzotriazol-4-yl]acetamide